ClC1=C(C(=O)NC(NC2=C(C(=O)OC)C=CC=C2C)=O)C=C(C(=N1)Cl)F methyl 2-(3-(2,6-dichloro-5-fluoronicotinoyl) ureido)-3-methylbenzoate